FC=1C=C2C(=CN(C2=CC1)C(=O)OC(C)(C)C)C=O tert-Butyl 5-fluoro-3-formyl-1H-indole-1-carboxylate